2-bromo-3-nitro-5-(trifluoromethyl)pyridine BrC1=NC=C(C=C1[N+](=O)[O-])C(F)(F)F